FC=1C=CC(=NC1)C1=NN2C(CCC(C2)(C)C)=C1C1=CC(=NC=C1)N 4-[2-(5-fluoro-2-pyridinyl)-6,6-dimethyl-5,7-dihydro-4H-pyrazolo[1,5-a]pyridin-3-yl]pyridin-2-amine